dioctyl propanedioate C(CC(=O)OCCCCCCCC)(=O)OCCCCCCCC